2-(Benzo[d][1,3]dioxol-5-yl)-6-methoxy-1,2,3,4-tetrahydroquinoline O1COC2=C1C=CC(=C2)C2NC1=CC=C(C=C1CC2)OC